2-nitrophenyl N,P-diphenylphosphonamidate C1(=CC=CC=C1)NP(OC1=C(C=CC=C1)[N+](=O)[O-])(=O)C1=CC=CC=C1